cyclohexene-d4 C1(=C(C(CCC1)([2H])[2H])[2H])[2H]